CCOC(=O)C1=CC=2N(C(=C(C2S1)CC)Br)C(=O)OC(C)(C)C 5-bromo-6-ethyl-4H-thieno[3,2-b]Pyrrole-2,4-dicarboxylic acid 4-tert-butyl 2-ethyl ester